methyl-(2S,7aR)-2-(difluoromethoxy)-6-methylenetetrahydro-1H-pyrrolizine CC1[C@@H](CN2CC(C[C@H]12)=C)OC(F)F